(3ar,5r,6as)-2-(6-amino-5-(2,3-dichlorophenyl)pyrazin-2-yl)-5-methyl-octahydrocyclopenta[c]pyrrol-5-amine NC1=C(N=CC(=N1)N1C[C@@H]2[C@H](C1)CC(C2)(N)C)C2=C(C(=CC=C2)Cl)Cl